10-(2-(naphthalen-2-yl)indol-3-yl)-10H-phenothiazine C1=C(C=CC2=CC=CC=C12)C=1NC2=CC=CC=C2C1N1C2=CC=CC=C2SC=2C=CC=CC12